C(C)(C)(C)NC1=NC=C(C(=N1)NC1CN(CCC1)C(CC#N)=O)C(=O)N 2-(tert-butylamino)-4-((1-(2-cyanoacetyl)piperidin-3-yl)amino)pyrimidine-5-carboxamide